N6-(1-ethylpropyl)-3-isopropyl-N8-(2-pyridylmethyl)-[1,2,4]triazolo[4,3-b]pyridazine-6,8-diamine C(C)C(CC)NC=1C=C(C=2N(N1)C(=NN2)C(C)C)NCC2=NC=CC=C2